O1C(OCCC1)CC[C@H](C=1C(=NC=C(C1)F)OC)NS(=O)C(C)(C)C N-((R)-3-(1,3-dioxane-2-yl)-1-(5-fluoro-2-methoxypyridin-3-yl)propyl)-2-methylpropane-2-sulfinamide